(6S,8R)-6-(6-bromo-4-methoxy-3-pyridinyl)-7-[(1-fluorocyclopropyl)methyl]-8-methyl-3-[(2R)-tetrahydropyran-2-yl]-8,9-dihydro-6H-pyrazolo[4,3-f]isoquinoline BrC1=CC(=C(C=N1)[C@H]1N([C@@H](CC2=C3C(=CC=C12)N(N=C3)[C@@H]3OCCCC3)C)CC3(CC3)F)OC